COC(COC1=C(C=CC=C1)C1CCN(CC1)[C@H]1CC2(CN(C2)C(=O)C2COC2)CC1)(C)C (R)-(6-(4-(2-(2-methoxy-2-methylpropoxy)phenyl)piperidin-1-yl)-2-azaspiro[3.4]octan-2-yl)(oxetan-3-yl)methanone